Cis-(6-cyclopropyl-1,4-dioxan-2-yl)methanol C1(CC1)[C@@H]1COC[C@@H](O1)CO